2-(4,4,5,5,6,6,6-heptafluorohexyl)malonic acid FC(CCCC(C(=O)O)C(=O)O)(C(C(F)(F)F)(F)F)F